FC1([C@H](N(C[C@H]1NS(=O)(=O)C)C(=O)NC1=NOC2=C1C(=C(C=C2)F)C2=C(C=C(C=C2F)F)F)CO)F (2R,4R)-3,3-Difluoro-N-[5-fluoro-4-(2,4,6-trifluorophenyl)-1,2-benzoxazol-3-yl]-2-(hydroxymethyl)-4-[(methanesulfonyl)amino]pyrrolidine-1-carboxamide